[N+](=O)([O-])C1=CC=C(C=C1)OP(=O)([O-])[O-] p-nitrophenyl-phosphate